tert-Butyl (R)-3-((6-bromobenzo[d]thiazol-2-yl)carbamoyl)pyrrolidine-1-carboxylate BrC1=CC2=C(N=C(S2)NC(=O)[C@H]2CN(CC2)C(=O)OC(C)(C)C)C=C1